NC=1C(=NC(=C(N1)F)C1=CC(=C(C=C1)N1CCSCC1)CN(C)C)C=1C=C2CCNC(C2=CC1F)=O 6-(3-amino-6-(3-((dimethylamino)methyl)-4-thiomorpholinophenyl)-5-fluoropyrazin-2-yl)-7-fluoro-3,4-dihydroisoquinolin-1(2H)-one